C(CCCCCCC)C(COC(CCCCCC[C@@H](CN(C)CCO)O)=O)CCCCCCCC (S)-6-(2-hydroxy-3-((2-hydroxyethyl)(methyl)amino)propyl)hexanoic acid 2-octyldecyl ester